N-(2-((4,4-difluorocyclohexyl)amino)-2,3-dihydro-1H-inden-5-yl)acrylamide FC1(CCC(CC1)NC1CC2=CC=C(C=C2C1)NC(C=C)=O)F